NCCC/C=C/C(=O)OC(C)(C)C tert-butyl (E)-6-aminohex-2-enoate